ClC1=C(C(=NC(=C1C(=O)OCC)CCC1=CC=C(C=C1)F)CC(C)C)C#N ethyl 4-chloro-5-cyano-2-(4-fluorophenethyl)-6-isobutylnicotinate